2-(3-(3-((4-Methyl-4H-1,2,4-triazol-3-yl)methyl)oxetan-3-yl)phenyl)-5-(trifluoromethyl)-[1,2,4]triazolo[1,5-a]pyridine CN1C(=NN=C1)CC1(COC1)C=1C=C(C=CC1)C1=NN2C(C=CC=C2C(F)(F)F)=N1